C1(CCCCC1)C[C@@H](C(N[C@@H](CCC(N(CCOC(NCC)=O)C)=O)C(O)P(=O)(OCC)OCC)=O)NC(OCC1=CC(=CC=C1)Cl)=O 3-chlorobenzyl ((12S,15S)-16-cyclohexyl-12-((diethoxyphosphoryl)(hydroxy)methyl)-8-methyl-4,9,14-trioxo-5-oxa-3,8,13-triazahexadecan-15-yl)carbamate